2-[6-amino-2-(3,3,3-trifluoro-propylsulfanyl)-purin-9-yl]-5-hydroxymethyl-tetrahydro-furan-3,4-diol NC1=C2N=CN(C2=NC(=N1)SCCC(F)(F)F)C1OC(C(C1O)O)CO